1-amino-3-methylcyclohexanecarboxylic acid hydrochloride Cl.NC1(CC(CCC1)C)C(=O)O